ClC1=CC(=C(C=C1)C1N(CCCC1)C=1C(=NNC1)C)F (4-chloro-2-fluorophenyl)-1-(3-methyl-1H-pyrazol-4-yl)piperidine